FC(OC1=CC=CC=2C(N([C@H]3C=4N([C@@H](C21)C3)C3=C(N4)C=C(C(=C3)C=3C(=NC(=CC3)P(=O)(C)C)C)F)C([2H])([2H])[2H])=O)F (7R,14R)-1-(difluoromethoxy)-11-(6-(dimethylphosphoryl)-2-methylpyridin-3-yl)-10-fluoro-6-(methyl-d3)-6,7-dihydro-7,14-methanobenzo[f]benzo[4,5]imidazo[1,2-a][1,4]diazocin-5(14H)-one